3-(2-(2-methylpyridin-4-yl)ethyl)quinazolin-4(3H)-one CC1=NC=CC(=C1)CCN1C=NC2=CC=CC=C2C1=O